C(C=C)(=O)N1C2C(CC(C1)C2)N2N=NC(=C2)C=2C=CC(=NC2)NC(C2=NC(=CC=C2)C2=CC=NN2)=O N-(5-(1-(2-acryloyl-2-azabicyclo[2.2.1]heptan-6-yl)-1H-1,2,3-triazol-4-yl)pyridin-2-yl)-6-(1H-pyrazol-5-yl)picolinamide